C[N+](CCC[N+]1=CC=C(C2=CC=CC=C12)\C=C\1/OC2=C(N1C)C=CC=C2)(C)C trimethyl-[3-[4-[(Z)-(3-methyl-1,3-benzoxazol-2-ylidene)methyl]quinolin-1-ium-1-yl]propyl]azanium